OCS(C1=CC=CC=C1)C1=C(CC2=C(C(=O)N)C=CC=C2)C=CC=C1 2-(2-(hydroxymethyl-1-phenylsulfanyl)-benzyl)-benzamide